C1=CC(=CC=C1C[NH3+])CNCCC(=O)O 1-carboxyethylaminomethyl-4-aminomethylbenzene